3-(2-(ethyl (propyl) amino) ethyl)-1H-indol-7-yl butyrate C(CCC)(=O)OC=1C=CC=C2C(=CNC12)CCN(CCC)CC